BrC1=CC(=NN(C1=O)[C@H](C(=O)O)CC(C)C)Cl (S)-2-(5-bromo-3-chloro-6-oxopyridazin-1(6H)-yl)-4-methylpentanoic acid